FC1=CC=C(C2=C1OCO2)C=2C=NC=1N(C2)C=C(N1)COC1=NC=CC=C1 6-(7-fluoro-2H-benzo[1,3]dioxol-4-yl)-2-(pyridin-2-yloxymethyl)imidazo[1,2-a]pyrimidine